3-(benzyloxy)-N-[2-(5-bromo-4-methyl-1H-benzotriazol-1-yl)ethyl]-N-methylpropan-1-amine C(C1=CC=CC=C1)OCCCN(C)CCN1N=NC2=C1C=CC(=C2C)Br